BrC=1C=C2CN(C(C2=C(C1)N1CCC(CC1)(F)F)=O)C 5-bromo-7-(4,4-difluoropiperidin-1-yl)-2-methylisoindolin-1-one